C(C)[C@]1(OCC=2C=NC(=CC21)C(=O)N[C@H]2COC1=C(N(C2=O)C)C=CC=C1)C (1R)-1-ethyl-1-methyl-N-[(3S)-5-methyl-4-oxo-2,3-dihydro-1,5-benzoxazepine-3-yl]-3H-furo[3,4-c]Pyridine-6-carboxamide